C(C)N1C(SC2=C1C=CC(=C2)C(=O)O)=NCC(C(=O)OC)(C)C 3-ethyl-2-((3-methoxy-2,2-dimethyl-3-oxopropyl)imino)-2,3-dihydrobenzo[d]thiazole-6-carboxylic acid